(4s,5r)-methyl-2,2-diethyl-5-phenyl-1,3-dioxolane-4-carboxylate COC(=O)[C@H]1OC(O[C@@H]1C1=CC=CC=C1)(CC)CC